(2-(6-chloropyridin-2-yl)thiazol-5-yl)-3-hydroxy-1-methylpyrrolidin-2-one ClC1=CC=CC(=N1)C=1SC(=CN1)C1(C(N(CC1)C)=O)O